2-(5-((6-bromo-3-nitroquinolin-4-yl)amino)pyridin-2-yl)-2-methylpropanenitrile BrC=1C=C2C(=C(C=NC2=CC1)[N+](=O)[O-])NC=1C=CC(=NC1)C(C#N)(C)C